indole-3-oxyacetamide N1C=C(C2=CC=CC=C12)OCC(=O)N